C(C)OC([C@@H](CC1=CC=C(C=C1)OCCOCCOCC)N1CCN(CCNCCN(CC1)CC(OC(C)(C)C)=O)CC(=O)OC(C)(C)C)=O |r| Racemic-ethyl-2-[4,10-bis(2-tert-butoxy-2-oxoethyl)-1,4,7,10-tetraazacyclododecan-1-yl]-3-{4-[2-(2-ethoxyethoxy)ethoxy]phenyl}propanoate